5,5-dimethyl-cyclohexane-1,3-dione CC1(CC(CC(C1)=O)=O)C